NC1=C(C(=O)O)C=C(C=C1I)I 2-amino-3,5-diiodobenzoic acid